2,4,8,10-tetra(tert-butyl)-6-hydroxy-12H-dibenzo[d,g][1,3,2]dioxaphosphocin 6-oxide sodium salt [Na].C(C)(C)(C)C1=CC2=C(OP(OC3=C(C2)C=C(C=C3C(C)(C)C)C(C)(C)C)(O)=O)C(=C1)C(C)(C)C